COC(=O)N1[C@H](CCC2=C(C(=CC=C12)NC1CCC(CC1)C(=O)OC)[N+](=O)[O-])C (2S)-2-methyl-5-nitro-6-[[(1R,3R)-4-(methoxycarbonyl)cyclohexyl]amino]-1,2,3,4-tetrahydroquinoline-1-carboxylic acid methyl ester